CC=1N(C(=C(N1)C)C)C=C 2,4,5-trimethyl-1-vinylimidazole